6-({1-[(4R)-4-amino-4-carboxybutyryl]azetidin-3-yl}oxy)-3-(2-boronoethyl)-2-hydroxybenzoic acid N[C@H](CCC(=O)N1CC(C1)OC1=CC=C(C(=C1C(=O)O)O)CCB(O)O)C(=O)O